S(=O)(=O)([O-])OS(=O)(=O)[O-] disulfat